(3S)-3-{[(1S,3aR,6aS)-2-(4-methoxy-1H-indole-2-carbonyl)-hexahydro-1H-cyclopenta[c]pyrrol-1-yl]formamido}-N-cyclopropyl-4-[(3R*)-5,5-dimethyl-2-oxopyrrolidin-3-yl]-2-oxobutanamide COC1=C2C=C(NC2=CC=C1)C(=O)N1[C@@H]([C@@H]2[C@H](C1)CCC2)C(=O)N[C@H](C(C(=O)NC2CC2)=O)C[C@H]2C(NC(C2)(C)C)=O |o1:34|